2-{6-[2-(dimethylamino)ethoxy]-7-methoxy-1,5-naphthyridin-4-yl}-3-iodo-1H,5H,6H,7H-pyrrolo[3,2-c]pyridin-4-one CN(CCOC=1N=C2C(=CC=NC2=CC1OC)C1=C(C=2C(NCCC2N1)=O)I)C